N5-cyclobutyl-1-(3-methoxybenzyl)-N3-methyl-2-oxo-1,2-dihydropyridine-3,5-dicarboxamide C1(CCC1)NC(=O)C=1C=C(C(N(C1)CC1=CC(=CC=C1)OC)=O)C(=O)NC